((tetrahydro-2H-pyran-2-yl)thio)acetic acid O1C(CCCC1)SCC(=O)O